ClC1=C(C=CC=C1Cl)C1=NNC2=NC(=CN=C21)N2C[C@H]1C([C@H]1C2)(C2=CC=CC=C2)CN ((1R,5S,6s)-3-(3-(2,3-dichlorophenyl)-1H-pyrazolo[3,4-b]pyrazin-6-yl)-6-phenyl-3-azabicyclo[3.1.0]hexan-6-yl)methanamine